N-(3-((3-(9H-purin-6-yl)pyridin-2-yl)amino)-4-methylphenyl)-2-(3,3-difluoroazepan-1-yl)acetamide N1=CN=C2NC=NC2=C1C=1C(=NC=CC1)NC=1C=C(C=CC1C)NC(CN1CC(CCCC1)(F)F)=O